C(CCCCCCCCCCCCCCC(C)C)C(C(=O)[O-])CC(=O)[O-].[Na+].[Na+] disodium isostearylsuccinate